4-[(4-cyclohexylphenyl)amino]-2-((2S)-cyclopropylmorpholin-4-yl)-6-(propan-2-yl)-5,6-dihydro-7H-pyrrolo[3,4-d]pyrimidin-7-one C1(CCCCC1)C1=CC=C(C=C1)NC=1C2=C(N=C(N1)N1C(COCC1)C1CC1)C(N(C2)C(C)C)=O